N-(5-(azetidin-3-yl)-2-chlorophenyl)-4-(4-(methylsulfonyl)thiophen-2-yl)-5-(trifluoromethyl)pyrimidin-2-amine N1CC(C1)C=1C=CC(=C(C1)NC1=NC=C(C(=N1)C=1SC=C(C1)S(=O)(=O)C)C(F)(F)F)Cl